C1(C=CCCCCC1)OC(=O)C(CCC[C@H](N)C(=O)O)N 6-((cycloocta-2-en-1-oxy)carbonyl)-L-lysine